(S)-N-(1-((3-ethoxypyridin-2-yl)oxy)-2-methylpropan-2-yl)-2-(1-methyl-pyrrolidin-2-yl)acetamide C(C)OC=1C(=NC=CC1)OCC(C)(C)NC(C[C@H]1N(CCC1)C)=O